FC(OC1=CC=C(C=C1)S(=O)(=O)N1C[C@@H]2[C@H](C1)CC(C2)NC2CCOCC2)F (3aR,5s,6aS)-2-((4-(Difluoromethoxy)phenyl)sulfonyl)-N-(tetrahydro-2H-pyran-4-yl)octahydrocyclopenta[c]pyrrol-5-amine